ClC=1C=CC(=C(C1)CO)C1=NN2C(CNCC2)=C1C1=CC=NC=C1 {5-chloro-2-[3-(pyridin-4-yl)-4,5,6,7-tetrahydropyrazolo[1,5-a]pyrazin-2-yl]phenyl}methanol